3-(5-{2-[4-(Azetidin-3-yl)piperazin-1-yl]ethyl}-3-methyl-2-oxo-1,3-benzodiazol-1-yl)piperidine-2,6-dione trifluoroacetate FC(C(=O)O)(F)F.N1CC(C1)N1CCN(CC1)CCC1=CC2=C(N(C(N2C)=O)C2C(NC(CC2)=O)=O)C=C1